O1C(=CC=C1)C=1C=CC(=C(C1)NC1=NC=NC2=CC(=C(C=C12)OC1CN(C1)C(C=C)=O)OC)OC1CN(CC1)C 1-(3-((4-((5-(furan-2-yl)-2-((1-methylpyrrolidin-3-yl)oxy)phenyl)amino)-7-methoxyquinazolin-6-yl)oxy)azetidin-1-yl)prop-2-en-1-one